N1=CC(=CC=C1)C1=NC(=CC(=N1)N1CCC2(CCN(C2)C(=O)OC(C)(C)C)CC1)NC1=NC=CC(=C1)OC(F)(F)F Tert-butyl 8-(2-(pyridin-3-yl)-6-((4-(trifluoromethoxy) pyridin-2-yl) amino) pyrimidin-4-yl)-2,8-diazaspiro[4.5]decane-2-carboxylate